Dimethyloxaloyl-glycine CC(NC(C(=O)O)=O)(C(=O)O)C